C(C)(=O)N1C[C@H](CC1)OC=1C=CC(=C2CCN([C@@H](C12)CN1C(C2=CC=CC=C2C1=O)=O)C(=O)[C@H]1[C@H](CCCC1)C(=O)NC)Br (1S,2R)-2-((S)-8-(((S)-1-acetylpyrrolidin-3-yl)oxy)-5-bromo-1-((1,3-dioxoisoindolin-2-yl)methyl)-1,2,3,4-tetrahydroisoquinoline-2-carbonyl)-N-methylcyclohexane-1-carboxamide